(E)-N-(4-(3,4-difluorophenyl)thiazol-2-yl)-5-((2-hydroxy-3-methoxybenzylidene)amino)-3-methylpyridine-2-sulfonamide FC=1C=C(C=CC1F)C=1N=C(SC1)NS(=O)(=O)C1=NC=C(C=C1C)/N=C/C1=C(C(=CC=C1)OC)O